LITHIUM (5-CHLOROPYRIDIN-2-YL)TRIHYDROXYBORATE ClC=1C=CC(=NC1)[B-](O)(O)O.[Li+]